ClC=1C=CC=2N=CN=C(C2N1)N1CC(CCC1)(F)F 6-chloro-4-(3,3-difluoropiperidin-1-yl)pyrido[3,2-d]pyrimidine